C1=C(C=CC2=CC=CC=C12)C1=CN=C(S1)OCCN1CCOCC1 4-{2-{[5-(naphthalen-2-yl)thiazol-2-yl]Oxy}ethyl}morpholine